C(C)(C)(C)C1=CC=C(CN(C(=O)[C@@H]2N(CC2)S(=O)(=O)C2=C(C(=C(C(=C2F)F)F)F)F)C2=CC(=C(C(=O)O)C=C2)O)C=C1 (R)-4-(N-(4-(tert-butyl)benzyl)-1-((perfluorophenyl)sulfonyl)azetidine-2-carboxamido)-2-hydroxybenzoic acid